C(C1=CC=CC=C1)OC[C@@H](N=C(C1=CC=CC=C1)C1=CC=CC=C1)[C@H]1[C@H](OC(O1)(C)C)C(=O)OC methyl (4S,5S)-5-((R)-2-(benzyloxy)-1-((diphenylmethylene)-amino)ethyl)-2,2-dimethyl-1,3-dioxolane-4-carboxylate